α-bromoacetamide BrCC(=O)N